CN1CCN(CC1)CC1=CC=C(C=C1)C(C=CC=1C=C(C=CC1)C=CC(=O)O)=O 3-[3-[3-[4-[(4-Methylpiperazin-1-yl)methyl]phenyl]-3-oxoprop-1-enyl]phenyl]prop-2-enoic acid